C1(CC1)C=1C=C(C=CC1C=O)NC(OC(C)(C)C)=O tert-butyl (3-cyclopropyl-4-formylphenyl)carbamate